CN(C=1C=C(CN(C2=NC=C(C=C2)COCCOCCOC2=CC(=CC=C2)OC)CC2=CC(=CC=C2)OC)C=CC1)C N-(3-(dimethylamino)benzyl)-N-(3-methoxybenzyl)-5-((2-(2-(3-methoxyphenoxy)ethoxy)ethoxy)methyl)pyridin-2-amine